C1(=CCCCC1)NC=1SC2=C(N1)C=CC1=CC=CC=C12 N-cyclohexenylnaphtho[2,1-D]thiazol-2-amine